O=C1NC2(CC2)C[C@H]1CCC(=O)[O-] 3-[(6R)-5-oxo-4-azaspiro[2.4]heptan-6-yl]propanoate